1-(1-(1-methoxy-2-(1-methyl-1H-pyrazol-4-yl)-4-nitrophenyl)piperidin-4-yl)-4-(Pyrrolidin-3-ylmethyl)piperazine COC1(C(C=C(C=C1)[N+](=O)[O-])C=1C=NN(C1)C)N1CCC(CC1)N1CCN(CC1)CC1CNCC1